BrC1=NN(C(=C1)C(=O)NC1=C(C=C(C=C1C(N)=O)C#N)C)C1=NC=CC=C1Cl 3-bromo-N-(2-methyl-4-cyano-6-(carbamoyl)phenyl)-1-(3-chloro-2-pyridinyl)-1H-pyrazole-5-carboxamide